4-(5-(2-amino-[1,2,4]triazolo[1,5-a]pyridin-7-yl)-2,3-difluorophenoxy)-2-fluoro-1-(4-fluorophenyl)butan-1-ol NC1=NN2C(C=C(C=C2)C=2C=C(C(=C(OCCC(C(O)C3=CC=C(C=C3)F)F)C2)F)F)=N1